FC(S(=O)(=O)O)(F)F.C(CCCCC)C1=NC=CN1C hexyl-3-methylimidazole trifluoromethanesulfonate